FC1=C(OCC(=O)NCCCCNC=2C=C3C(N(C(C3=CC2F)=O)C2C(NC(CC2)=O)=O)=O)C(=CC=C1F)C=1N=C(SC1)N1CCOCC1 2-(2,3-difluoro-6-(2-morpholinothiazol-4-yl)phenoxy)-N-(4-((2-(2,6-dioxopiperidin-3-yl)-6-fluoro-1,3-dioxoisoindolin-5-yl)amino)butyl)acetamide